2-({α-D-mannopyranosyl-(1-3)-[α-D-mannopyranosyl-(1-6)]-α-D-mannopyranosyl}oxy)ethan-1-amine [C@H]1([C@@H](O)[C@@H](O)[C@H](O)[C@H](O1)CO)O[C@@H]1[C@@H]([C@H](O[C@@H]([C@H]1O)CO[C@@H]1[C@@H](O)[C@@H](O)[C@H](O)[C@H](O1)CO)OCCN)O